(1-(3-((4a,8a-dihydroisoquinolin-6-yl)thio)-1H-pyrazolo[3,4-b]pyrazin-6-yl)-4-methylpiperidin-4-yl)methanamine C1=NC=CC2C=C(C=CC12)SC1=NNC2=NC(=CN=C21)N2CCC(CC2)(C)CN